2-methyl-1H-imidazole-4,5-dicarbonitrile CC=1NC(=C(N1)C#N)C#N